NCC[Si]([SiH2][SiH3])(O)CCCN (aminoethyl)-γ-aminopropyltrisilanol